C1(CCCCCCCCCC(=O)OCCCCCCO1)=O hexamethylene undecanedioate